N-(5-(methylthio)-1,3,4-thiadiazol-2-yl)-4-phenylthiazole CSC1=NN=C(S1)N1CSC=C1C1=CC=CC=C1